NC=1C=C(C=NC1C)NC(=O)NCCC1CCN(CC1)C 1-(5-amino-6-methylpyridin-3-yl)-3-(2-(1-methylpiperidin-4-yl)ethyl)urea